C12(CC3CC(CC(C1)C3)C2)NCCCCNC(OC(C)(C)C)=O tert-butyl (4-((adamantan-1-yl)amino)butyl)carbamate